C(#N)C=1C=NN2C1C(=CC(=C2)OCC)C=2C=CC(=NC2)N2CCC(CC2)(C(=O)NCC(C)C)CN2CC1(C2)CN(C1)C 1-(5-(3-cyano-6-ethoxypyrazolo[1,5-a]pyridin-4-yl)pyridin-2-yl)-N-isobutyl-4-((6-methyl-2,6-diazaspiro[3.3]heptan-2-yl)methyl)piperidine-4-carboxamide